2-(Trifluoromethyl)-benzyl chloride FC(C1=C(CCl)C=CC=C1)(F)F